[N+](=O)([O-])C1=CC=C(C=C1)CC(C)O 3-(4-nitrophenyl)propan-2-ol